C(CCCCCCC)(=O)ON(CCO)CCCC(=O)OCCCCCCCCC(C)CCCCCCCCCCCCCCCCC 9-heptadecyl-((4-(decyloxy)-4-oxobutyl) (2-hydroxyethyl) amino) octanoate